2,2'-[(1,1'-biphenyl)-4,4'-diyl-bis(oxy)]Bisethanol C1(=CC=C(C=C1)OCCO)C1=CC=C(C=C1)OCCO